N-[(1S)-1-(dicyclopropylmethyl)-2-[[5-(2,5-dimethyl-1-oxido-pyridin-1-ium-3-yl)-6-fluoro-2-pyridyl]amino]-2-oxo-ethyl]-2-[2-fluoro-1-(fluoromethyl)ethyl]pyrazole-3-carboxamide C1(CC1)C([C@@H](C(=O)NC1=NC(=C(C=C1)C=1C(=[N+](C=C(C1)C)[O-])C)F)NC(=O)C=1N(N=CC1)C(CF)CF)C1CC1